3-(6-bromo-2-oxobenzo[d]oxazol-3(2H)-yl)piperidine-2,6-dione BrC1=CC2=C(N(C(O2)=O)C2C(NC(CC2)=O)=O)C=C1